4-bromo-N-(3-(N-(tert-butyl)sulfamoyl)phenyl)-2-(6-azaspiro[2.5]octan-6-yl)benzamide BrC1=CC(=C(C(=O)NC2=CC(=CC=C2)S(NC(C)(C)C)(=O)=O)C=C1)N1CCC2(CC2)CC1